6-(4-acetylpiperazin-1-yl)-4-methylnicotinaldehyde C(C)(=O)N1CCN(CC1)C1=NC=C(C=O)C(=C1)C